NC1=NC(N(C=C1)[C@@H]1O[C@H]([C@H]([C@@H]1O)O)CO)=O |&1:9| 4-amino-1-((2R,3S,4S,SR)-3,4-dihydroxy-5-(hydroxymethyl)tetrahydrofuran-2-yl)pyrimidin-2(1H)-one